N-(1-(4-(tert-butyl)phenyl)-6-(3,3-difluoropyrrolidin-1-yl)-1H-pyrazolo[3,4-d]pyrimidin-4-yl)-5-nitrothiophene-2-carboxamide C(C)(C)(C)C1=CC=C(C=C1)N1N=CC=2C1=NC(=NC2NC(=O)C=2SC(=CC2)[N+](=O)[O-])N2CC(CC2)(F)F